(2e,4e)-5-(diethylamino)-2-(benzenesulfonyl)penta-2,4-dienoic acid octyl ester C(CCCCCCC)OC(/C(=C\C=C\N(CC)CC)/S(=O)(=O)C1=CC=CC=C1)=O